(Z)-N-(2-(4-(4-chloro-1,2-diphenyl-but-1-en-1-yl)phenoxy)ethyl)-4-((2-(2,6-dioxopiperidin-3-yl)-1-oxoisoindolin-4-yl)amino)-N-methylbutanamide ClCC/C(=C(\C1=CC=CC=C1)/C1=CC=C(OCCN(C(CCCNC2=C3CN(C(C3=CC=C2)=O)C2C(NC(CC2)=O)=O)=O)C)C=C1)/C1=CC=CC=C1